CO[C@H]1[C@@H](CN(C1)C1CCNCC1)NC(OC(C)(C)C)=O tert-butyl N-[(3R,4R)-4-methoxy-1-(4-piperidyl)pyrrolidin-3-yl]carbamate